C1(CC1)COC1=CC=C(C=C1)NC(=O)C=1C=C(C=CC1)C=1C=NC(=C(C(=O)O)C1)C 5-(3-((4-(cyclopropylmethoxy)phenyl)carbamoyl)phenyl)-2-methylnicotinic acid